3-[4-(2,2-dimethylmorpholin-4-yl)-6-(trifluoromethyl)pyrimidin-2-yl]-4-methyl-1-{[1-(propan-2-yl)-1H-pyrazol-4-yl]methyl}-1,3-dihydro-2H-imidazol-2-one CC1(CN(CCO1)C1=NC(=NC(=C1)C(F)(F)F)N1C(N(C=C1C)CC=1C=NN(C1)C(C)C)=O)C